3-amino-1-[4-[2-chloro-4-[[3-[1-(2-methoxyethyl)-3-(trifluoromethyl)pyrazol-4-yl]imidazo[1,2-a]pyrazin-8-yl]amino]benzoyl]piperazin-1-yl]propan-1-one formate C(=O)O.NCCC(=O)N1CCN(CC1)C(C1=C(C=C(C=C1)NC=1C=2N(C=CN1)C(=CN2)C=2C(=NN(C2)CCOC)C(F)(F)F)Cl)=O